C(CC)N1C=2N(C=3N=C(NC3C1=O)C=1C=NN(C1)CC1OCCC1)C=CN2 5-propyl-2-[1-(tetrahydrofuran-2-ylmethyl)pyrazol-4-yl]-3H-imidazo[2,1-b]purin-4-one